C1(CCCCC1)C1=C(C(C(=O)N)=CC=C1)C(=O)N cyclohexylphthalamide